ClC1=CC(=C(C=C1)N1CCC(CC1)C(=O)NNC(N)=S)F 2-(1-(4-chloro-2-fluorophenyl)piperidine-4-carbonyl)hydrazine-1-carbothioamide